FC=1C=C(C=CC1C=O)B(O)O (3-fluoro-4-formyl-phenyl)boronic acid